1-((11S,13S)-11-hydroxy-3-methoxy-13-methyl-7,8,9,11,12,13,14,15,16,17-decahydro-6H-cyclopenta[a]phenanthren-17-yl)-ethanone O[C@H]1C[C@@]2(C(CCC2C2CCC=3C=C(C=CC3C12)OC)C(C)=O)C